Cl.CNCC(=O)N1CCC2(CC1)CCC(CC2)N(C=2C1=C(N=CN2)NC=C1)C 2-Methylamino-1-{9-[methyl-(7H-pyrrolo[2,3-d]pyrimidin-4-yl)-amino]-3-aza-spiro[5.5]undec-3-yl}-ethanone HCl salt